2-chloro-N-(3-(1-isobutyrylpiperidin-4-yl)-1,4-dimethyl-1H-pyrrolo[2,3-b]pyridin-5-yl)acetamide ClCC(=O)NC=1C(=C2C(=NC1)N(C=C2C2CCN(CC2)C(C(C)C)=O)C)C